FC(CN1N=NC2=C1C=C(C=C2)C=2C=CN1N=C(N=C(C12)OC)N[C@H]1[C@@H](CN(CC1)C1COC1)F)F 5-(1-(2,2-difluoroethyl)-1H-benzo[d][1,2,3]triazol-6-yl)-N-((3R,4R)-3-fluoro-1-(oxetan-3-yl)piperidin-4-yl)-4-methoxypyrrolo[2,1-f][1,2,4]triazin-2-amine